1-(3-(2,6-dioxopiperidin-3-yl)-1-methyl-1H-indazol-7-yl)piperidine-4-carboxylic acid Tert-butyl-1-(3-(2,6-dioxopiperidin-3-yl)-1-methyl-1H-indazol-7-yl)piperidine-4-carboxylate C(C)(C)(C)OC(=O)C1CCN(CC1)C=1C=CC=C2C(=NN(C12)C)C1C(NC(CC1)=O)=O.O=C1NC(CCC1C1=NN(C2=C(C=CC=C12)N1CCC(CC1)C(=O)O)C)=O